C(=O)[O-].C1(CCCC1)C(OC(C(=O)OC1CC2CCC(C1)[N+]21CCCC1)(C1=CC=CC=C1)C1=CC=CC=C1)OC(=O)OCC(C)C 3-(2-(Cyclopentyl((isobutoxycarbonyl)oxy)methoxy)-2,2-diphenylacetoxy)spiro[bicyclo[3.2.1]octane-8,1'-pyrrolidin]-1'-ium formate